P(SCC(CCCC)CC)(SCC(CCCC)CC)SCC(CCCC)CC tris(2-ethylhexyl) trithiophosphite